5-mercapto-2,4-dimethylphenyl diisopropylcarbamate C(C)(C)N(C(OC1=C(C=C(C(=C1)S)C)C)=O)C(C)C